5-[4-(Difluoromethoxy)benzenesulfonyl]-N-[1-(5-methylfuran-2-yl)ethyl]-1H,2H,3H,4H,5H,6H-pyrrolo[3,4-c]pyrrole-2-carboxamide FC(OC1=CC=C(C=C1)S(=O)(=O)N1CC2=C(C1)CN(C2)C(=O)NC(C)C=2OC(=CC2)C)F